(E)-4-phenyl-4-oxo-2-butenoic acid ethyl ester C(C)OC(\C=C\C(=O)C1=CC=CC=C1)=O